N-ethyl-N'-(5-fluoro-2-methyl-4-(3-(p-tolyloxy)oxetan-3-yl)phenyl)-N-methylformimidamide C(C)N(C=NC1=C(C=C(C(=C1)F)C1(COC1)OC1=CC=C(C=C1)C)C)C